BrC=1C(=NC(=C(N1)OC)OC)C=O 3-bromo-5,6-dimethoxypyrazine-2-carbaldehyde